C(C)(=O)N[C@H](CC(C)C)C(=O)N1N=CC(=C1)C=1SC=C(N1)C(=O)NC=1C(=NN(C1)C1CCC(CC1)OCC)C1=NC(=CC=C1F)F 2-(1-(acetyl-D-leucinyl)-1H-pyrazol-4-yl)-N-(3-(3,6-difluoropyridin-2-yl)-1-((1r,4r)-4-ethoxycyclohexyl)-1H-pyrazol-4-yl)thiazole-4-carboxamide